CC(CC1C(CC)(O1)C12C(CCCC1)O2)(C(=O)O)C.C2=C(C=CC1=CC=CC=C21)NC2=CC=C(C=C2)NC2=CC1=CC=CC=C1C=C2 N,N'-di(β-naphthyl) p-phenylenediamine 4-epoxy-1-methylcyclohexyl-3,4-epoxy-1-methylhexanecarboxylate